OC[C@@H]1N(CCC1)C=1N=C(C2=C(N1)C(N(C2)C(C)C)=O)NC=2N=CN(C2)C2=CC(=C(C(=C2)OC)OC)OC (R)-2-(2-(hydroxymethyl)pyrrolidin-1-yl)-6-isopropyl-4-((1-(3,4,5-trimethoxyphenyl)-1H-imidazol-4-yl)amino)-5H-pyrrolo[3,4-d]pyrimidin-7(6H)-one